2-chloro-3-methyl-7-(4-methylpiperazin-1-yl)-6-(trifluoromethyl)quinoxaline ClC1=NC2=CC(=C(C=C2N=C1C)C(F)(F)F)N1CCN(CC1)C